C1(CCCCC1)[C@@H](C1=NC2=C(N1)C=C1CC(CC1=C2)(C(=O)NC)N2C(NC(C2)C(C)C)=O)NC(=O)C2=CC=NN2C 2-((S)-cyclohexyl(1-methyl-1H-pyrazole-5-carboxamido)methyl)-6-(4-isopropyl-2-oxoimidazolidin-1-yl)-N-methyl-1,5,6,7-tetrahydroindeno[5,6-d]imidazole-6-carboxamide